N-phenyl-4-(7H-pyrrolo[2,3-d]pyrimidin-4-yl)piperazine-1-thiocarboxamide C1(=CC=CC=C1)NC(=S)N1CCN(CC1)C=1C2=C(N=CN1)NC=C2